C(CCC)[C@](C(=O)N)(O)C |r| racemic-butyl-lactamide